C(C)(C)(C)OC(NC(C(=O)C1=NC=C(C=C1)F)C1=NC=C(C=C1)F)=O [1,2-bis(5-fluoropyridin-2-yl)-2-oxoethyl]carbamic acid tert-butyl ester